2-(6-((2S,6R)-2,6-diethylmorpholino)-2-methylpyridin-3-yl)spiro[3.3]heptane-2,6-diamine C(C)[C@@H]1O[C@@H](CN(C1)C1=CC=C(C(=N1)C)C1(CC2(C1)CC(C2)N)N)CC